metabisulfite sulfur [S+2].S(=O)(=O)([O-])S(=O)[O-]